(2S)-3-cyclopropyl-2-[(2S)-3-cyclopropyl-N-methyl-2-(2,2,2-trifluoroacetamido)propanamido]propanoic acid C1(CC1)C[C@@H](C(=O)O)N(C([C@H](CC1CC1)NC(C(F)(F)F)=O)=O)C